(2S)-2-({2-[4-bromo-2-(trifluoromethoxy)phenyl][1,2,4]triazolo[1,5-c]quinazolin-5-yl}amino)butanamide tert-butyl-3-(dimethylsulfamoyl)azetidine-1-carboxylate C(C)(C)(C)OC(=O)N1CC(C1)S(N(C)C)(=O)=O.BrC1=CC(=C(C=C1)C1=NN2C(=NC=3C=CC=CC3C2=N1)N[C@H](C(=O)N)CC)OC(F)(F)F